The molecule is an L-asparagine derivative that is the amide obtained by formal condensation of the carboxy group of L-asparagine with the amino group of 2-naphthylamine. It has a role as a chromogenic compound. It is an amino acid amide, a N-(2-naphthyl)carboxamide and a L-asparagine derivative. C1=CC=C2C=C(C=CC2=C1)NC(=O)[C@H](CC(=O)N)N